2-[[4-[[Bis-(2-methoxy-ethyl)-carbamoyl]-methyl]-6-(4-sulfamoyl-benzylamino)-2-pyrimidinyl]amino]-4-methyl-5-thiazolecarboxylic acid ethyl ester C(C)OC(=O)C1=C(N=C(S1)NC1=NC(=CC(=N1)CC(N(CCOC)CCOC)=O)NCC1=CC=C(C=C1)S(N)(=O)=O)C